N[C@@H](C(=O)O)CNC(C1=CC(=C(C=C1)F)C=1C(=NN(C1C)C)C)=O (2R)-2-amino-3-(4-fluoro-3-(1,3,5-trimethyl-1H-pyrazol-4-yl)benzamido)propanoic acid